tert-butyl (R)-(1-(1-(2,6-dioxopiperidin-3-yl)indolin-4-yl)azetidin-3-yl)(methyl)carbamate O=C1NC(CC[C@H]1N1CCC2=C(C=CC=C12)N1CC(C1)N(C(OC(C)(C)C)=O)C)=O